iron acetonide [CH2-]C(=O)C.[Fe+2].[CH2-]C(=O)C